FC1=C(C(=C(C2=NSN=C21)F)N)N 4,7-difluoro-benzo[c][1,2,5]thiadiazole-5,6-diamine